ClC=1C(=CC=C2N=CC(=NC12)C=1C=NN(C1)CC1(CCC1)O)OC=1C=CC2=C(NC(=N2)C)C1 1-((4-(8-chloro-7-((2-methyl-1H-benzo[d]imidazol-6-yl)oxy)quinoxalin-2-yl)-1H-pyrazol-1-yl)methyl)cyclobutanol